(S)-5-isopropyl-N-methyl-2-(6-methyl-4-(trifluoromethyl)pyridin-2-yl)-N-(m-tolyl)-1,2,5-thiadiazolidine-3-carboxamide 1,1-dioxide C(C)(C)N1C[C@H](N(S1(=O)=O)C1=NC(=CC(=C1)C(F)(F)F)C)C(=O)N(C=1C=C(C=CC1)C)C